4-chloro-2-nitropyridin ClC1=CC(=NC=C1)[N+](=O)[O-]